sulfur dioxide phosphate P(=O)([O-])([O-])[O-].[S+3](=O)=O